CC1=NC2=CC=CC=C2C(=N1)N1N=C(N=C1N)N 1-(2-methyl-quinazolin-4-yl)-1H-1,2,4-triazole-3,5-diamine